1-(3-bromo-1H-1,2,4-triazol-5-yl)-3-[tert-butyl-(dimethyl)silyl]oxy-3-(2,5-difluorophenyl)propan-1-ol BrC1=NNC(=N1)C(CC(C1=C(C=CC(=C1)F)F)O[Si](C)(C)C(C)(C)C)O